tert-butyl 3-(6-(4-fluorophenyl)-4-(1H-pyrazol-3-yl)pyridin-3-yl)pyrrolidine-1-carboxylate FC1=CC=C(C=C1)C1=CC(=C(C=N1)C1CN(CC1)C(=O)OC(C)(C)C)C1=NNC=C1